3-dimethylamino-2-(cholest-5-ene-3beta-oxybutane-4-oxy)-1-(cis,cis-9,12-octadecadienyloxy)propane CN(CC(COCCCCCCCC\C=C/C\C=C/CCCCC)OC(CCC)O[C@@H]1CC2=CC[C@H]3[C@@H]4CC[C@H]([C@@H](CCCC(C)C)C)[C@]4(CC[C@@H]3[C@]2(CC1)C)C)C